3-Methylhentriacontane CC(CC)CCCCCCCCCCCCCCCCCCCCCCCCCCCC